NCCN1C(=CC(C(=C1)OCC1=CC=CC=C1)=O)CO 1-(2-aminoethyl)-2-hydroxymethyl-5-benzyloxypyridin-4-one